6-bromo-1-methyl-1H-pyrazolo[3,4-b]Pyridine BrC1=CC=C2C(=N1)N(N=C2)C